(4-((1-(5-amino-3-(difluoromethyl)-2-fluorophenyl)ethyl)amino)-6-((2-methoxyethyl)amino)-2-methylquinazolin-7-yl)(1,1-dioxothiomorpholino)methanone NC=1C=C(C(=C(C1)C(C)NC1=NC(=NC2=CC(=C(C=C12)NCCOC)C(=O)N1CCS(CC1)(=O)=O)C)F)C(F)F